3α,7α-dihydroxy-6α-ethyl-5β-cholan-24-oic Acid O[C@H]1C[C@H]2[C@H]([C@H]([C@H]3[C@@H]4CC[C@H]([C@@H](CCC(=O)O)C)[C@]4(CC[C@@H]3[C@]2(CC1)C)C)O)CC